BrC1=C(C=CC=C1N1C=2C=CC=CC2C2=C3C(=C4C(=C12)C=CC=C4)C=CC=C3)N3C=4C=CC=CC4C4=C1C(=C2C(=C34)C=CC=C2)C=CC=C1 9,9'-(2-bromo-1,3-phenylene)bis(9H-dibenzo[a,c]carbazole)